N-(3,3-difluoropiperidin-4-yl)-2-methyl-5-((4-methylthiazol-2-yl)methoxy)benzofuran FC1(CNCCC1N1C(SC=C1C)COC=1C=CC2=C(C=C(O2)C)C1)F